O1C(CCCC1)O[C@@H](C)C=1N(C=CN1)CC1=NOC(=C1)C1=CC=C(C=C1)C#CC=1C=CC(=NC1)CNCCN1N=CC=N1 N-((5-((4-(3-((2-((1S)-1-((tetrahydro-2H-pyran-2-yl)oxy)ethyl)-1H-imidazol-1-yl)methyl)isoxazol-5-yl)phenyl)ethynyl)pyridin-2-yl)methyl)-2-(2H-1,2,3-triazol-2-yl)ethan-1-amine